C1(CCC1)CN1CCN(CC1)C1=CC=C(C=C1)C=1C=C(C=2N(C1)C=C(N2)C2=CC=C(C=C2)S(=O)(=O)C)C 6-(4-(4-(cyclobutylmethyl)piperazin-1-yl)phenyl)-8-methyl-2-(4-(methylsulfonyl)phenyl)imidazo[1,2-a]pyridine